2-triethoxysilylethylsuccinic anhydride C(C)O[Si](CCC1C(=O)OC(C1)=O)(OCC)OCC